4-[(3,4-diamino-5-quinolinyl)oxy]-2-methyl-2-butanol NC=1C=NC2=CC=CC(=C2C1N)OCCC(C)(O)C